FC(C(C(F)(F)F)(C1=CC=C(C=C1)O)C1=CC=C(C=C1)O)(F)F p-[2,2,2-Trifluoro-1-(p-hydroxyphenyl)-1-(trifluoromethyl)ethyl]phenol